OCCC=1C(=C(C=2C(C3=CC=CC(=C3C(C2C1)=O)OC)=O)CCO)C(=O)N bis(2-hydroxyethyl)-5-methoxy-9,10-dioxo-9,10-dihydroanthracene-2-carboxamide